tert-butyl N-[(3R)-7-[5-(1-acetyl-5,5-difluoro-3-piperidyl)-1,3,4-oxadiazol-2-yl]-5-[(4-chlorophenyl)methyl]-8-fluoro-1,1,4-trioxo-2,3-dihydro-1λ6,5-benzothiazepin-3-yl]carbamate C(C)(=O)N1CC(CC(C1)(F)F)C1=NN=C(O1)C=1C(=CC2=C(N(C([C@H](CS2(=O)=O)NC(OC(C)(C)C)=O)=O)CC2=CC=C(C=C2)Cl)C1)F